5-((2-hydroxypyridin-3-yl)methoxy)-N-(cis-4-hydroxytetrahydrofuran-3-yl)-2-methylbenzofuran-3-carboxamide OC1=NC=CC=C1COC=1C=CC2=C(C(=C(O2)C)C(=O)N[C@@H]2COC[C@@H]2O)C1